C(C(O)CO)(=O)OCCC(C)CCCC(C)CCCC(C)CCCC(C)C phytanyl glycerate